(2S)-1-((1-(3-chloro-8-hydroxy-6,7,8,9-tetrahydropyrido[3,2-b]indolizin-7-yl)-2-oxopyrrolidin-3-yl)oxy)propan ClC1=CC=2C=C3CC(C(CN3C2N=C1)O)N1C(C(CC1)OCCC)=O